4,4'-bis(2-bromoacetyl)biphenyl BrCC(=O)C1=CC=C(C=C1)C1=CC=C(C=C1)C(CBr)=O